C(C)C=1C=NN2C1N=C(C=C2NCC=2C=CC(=NC2)OCCOC2CCN(CC2)C(=O)OC(C)(C)C)N2[C@@H](CCCC2)CCO tert-butyl 4-[2-[[5-[[[3-ethyl-5-[(2S)-2-(2-hydroxyethyl)-1-piperidyl]pyrazolo[1,5-a]pyrimidin-7-yl]amino]methyl]-2-pyridyl]oxy]ethoxy]piperidine-1-carboxylate